ClC=1C=C(C(=O)NC2=C3C(N(C=NC3=CC=C2)CC=2C(=NC=CC2)OC(F)(F)F)=O)C=C(C1O)Cl 3,5-dichloro-4-hydroxy-N-(4-oxo-3-((2-(trifluoromethoxy)pyridin-3-yl)methyl)-3,4-dihydroquinazolin-5-yl)benzamide